3-(2-fluorophenyl)propionic acid-2,4-dimethoxybenzyl ester COC1=C(COC(CCC2=C(C=CC=C2)F)=O)C=CC(=C1)OC